NC=1N=C(SC1C(=O)C1=CC=C(C(=O)OCC)C=C1)N(C1=CC(=C(C=C1)Cl)F)[C@@H](C(=O)N)C |r| rac-Ethyl 4-[4-amino-2-(N-(2-amino-1-methyl-2-oxo-ethyl)-4-chloro-3-fluoro-anilino)thiazole-5-carbonyl]benzoate